C(C)(=O)OCCC(CCC)SC 3-Methylthiohexyl acetate